FC1(CC12CC(C2)N(C(=O)[C@H]2N(CCC2)[S@](=O)(=NC)C2=CC=C(C=C2)C)CC2=CC=C(C=C2)C)F (2S)-N-(1,1-difluorospiro[2.3]hexan-5-yl)-1-((R)-N,4-dimethylphenylsulfonimidoyl)-N-(4-methylbenzyl)pyrrolidine-2-carboxamide